(2-(1-((5-chloroquinolin-8-yl)oxy)ethyl)oxazol-4-yl)(pyrrolidin-1-yl)methanone ClC1=C2C=CC=NC2=C(C=C1)OC(C)C=1OC=C(N1)C(=O)N1CCCC1